N1(CCOCC1)NC(N)=O 3-morpholinylurea